(2,2-Difluoroethyl)((5-(4-(ethylsulfanyl)-2-(6-azaspiro[2.5]oct-6-yl)benzamido)-1-methyl-1H-indazol-3-yl)methyl)carbamic acid tert-butyl ester C(C)(C)(C)OC(N(CC1=NN(C2=CC=C(C=C12)NC(C1=C(C=C(C=C1)SCC)N1CCC2(CC2)CC1)=O)C)CC(F)F)=O